4-butanediyl diacrylate C(C=C)(=O)OCCCCOC(C=C)=O